3,5,3-Trihydroxy-4'-methoxy-trans-stilbene OC1(CC(=CC(=C1)O)\C=C\C1=CC=C(C=C1)OC)O